(5-cyclopropyl-1H-pyrazol-3-yl)-2-(5-(thiophen-2-ylsulfonyl)-2,5-diazabicyclo[2.2.1]heptan-2-yl)quinazolin-4-amine C1(CC1)C1=CC(=NN1)C1=C2C(=NC(=NC2=CC=C1)N1C2CN(C(C1)C2)S(=O)(=O)C=2SC=CC2)N